(2S)-2-({2-methyl-5-[(4-methyl-1,3-thiazol-5-yl)methoxy]-1-benzothiophen-3-yl}formamido)propanamide CC=1SC2=C(C1C(=O)N[C@H](C(=O)N)C)C=C(C=C2)OCC2=C(N=CS2)C